5-acetoxy-2-methyl-pentanoic acid C(C)(=O)OCCCC(C(=O)O)C